2-(methyl-(7-nitrobenzo[c][1,2,5]oxadiazol-4-yl)amino)-N-(4-sulfamoylphenethyl)acetamide niobium [Nb].CN(CC(=O)NCCC1=CC=C(C=C1)S(N)(=O)=O)C1=CC=C(C2=NON=C21)[N+](=O)[O-]